NC=1OC(C(C1[C@@H](S(=O)(=O)O)C1=CC=CC=C1)=O)([2H])C1=C(C(=CC=C1)OC)OC.ClC1=C(OC=2C=C(C(=NC2)OC)SCC2=CC=C(C=C2)OC)C(=CC(=C1)[N+](=O)[O-])Cl 5-(2,6-dichloro-4-nitro-phenoxy)-2-methoxy-3-[(4-methoxyphenyl)methylsulfanyl]pyridine (S)-2-amino-5-(2,3-dimethoxyphenyl)-4-oxo-4,5-dihydrofuran-3-yl-5-d-phenylmethanesulfonate